tert-butyl 4-[4-[[1-(1-tert-butoxycarbonyl-4-piperidyl)triazol-4-yl]-hydroxy-methyl]triazol-1-yl]piperidine-1-carboxylate C(C)(C)(C)OC(=O)N1CCC(CC1)N1N=NC(=C1)C(C=1N=NN(C1)C1CCN(CC1)C(=O)OC(C)(C)C)O